C(C)(C)(C)OC(=O)N1CCC(=C(C1=O)S(=O)(=O)CNC1=C(C(=CC=C1)F)OC)O 5-((3-Fluoro-2-methoxyphenyl)aminomethylsulfonyl)-4-hydroxy-6-oxo-3,6-dihydropyridine-1(2H)-carboxylic acid tert-butyl ester